(S)-3-methyl-5-(7-(pyrrolidine-2-yl)-1,3-dihydroisobenzofuran-5-yl)-1H-pyrrolo[2,3-b]pyridine CC1=CNC2=NC=C(C=C21)C=2C=C1COCC1=C(C2)[C@H]2NCCC2